2-cyanopentanedioate C(#N)C(C(=O)[O-])CCC(=O)[O-]